COC=1C=C(C=CC1OC)C1=CC=NC=2N1N=C(C2)C(=O)N(C)C2=CC=C(C(=O)OC)C=C2 methyl 4-(7-(3,4-dimethoxyphenyl)-N-methylpyrazolo[1,5-a]pyrimidine-2-carboxamido)benzoate